ClC1=NC=C(C(=N1)N1C=C(C2=CC(=CC=C12)F)C(=O)N)F 1-(2-chloro-5-fluoro-pyrimidin-4-yl)-5-fluoro-1H-indole-3-carboxylic acid amide